CC=1OC(=CC1C(=O)NC1=NC(=NS1)CC(C)=O)C1=CC(=CC=C1)F 2-methyl-5-(3-fluorophenyl)-N-(3-(2-oxopropyl)-1,2,4-thiadiazol-5-yl)furan-3-carboxamide